N-(3-cyano-5-(cyclohexylmethyl)-6,6-diethyl-4,5,6,7-tetrahydrothieno[3,2-c]pyridin-2-yl)-2-(4-sulfamoylphenyl)acetamide C(#N)C1=C(SC2=C1CN(C(C2)(CC)CC)CC2CCCCC2)NC(CC2=CC=C(C=C2)S(N)(=O)=O)=O